ClC=1C=CC(=NC1)CC1(CCN(CC1)C(=O)OC(C)(C)C)O tert-butyl 4-[(5-chloro-2-pyridyl)methyl]-4-hydroxy-piperidine-1-carboxylate